ClC=1C(=C(C#N)C=C(C1)C1=CC=CC2=CC(=CC=C12)O)OCCCl 3-chloro-2-(2-chloroethoxy)-5-(6-hydroxy-1-naphthyl)benzonitrile